tert-butyl (2R,5S)-4-(6-cyano-7-(2-fluoro-5-methylphenyl)-1-(2-isopropyl-4-methylpyridin-3-yl)-2-oxo-1,2-dihydroquinazolin-4-yl)-2,5-dimethylpiperazine-1-carboxylate C(#N)C=1C=C2C(=NC(N(C2=CC1C1=C(C=CC(=C1)C)F)C=1C(=NC=CC1C)C(C)C)=O)N1C[C@H](N(C[C@@H]1C)C(=O)OC(C)(C)C)C